2,4-difluoro-N-(2-methoxy-5-(4-(piperidin-4-ylamino)quinazolin-6-yl)pyridine-3-yl)benzenesulfonamide FC1=C(C=CC(=C1)F)S(=O)(=O)NC=1C(=NC=C(C1)C=1C=C2C(=NC=NC2=CC1)NC1CCNCC1)OC